5-((7-chloro-1H-indol-3-yl)methyl)-3-methyl-2,4-imidazolidinedione ClC=1C=CC=C2C(=CNC12)CC1C(N(C(N1)=O)C)=O